ClC1=CC(=C2C(=N1)NC(=N2)C)Cl 5,7-dichloro-2-methyl-3H-imidazo[4,5-b]pyridine